((R)-1-(3-amino-5-(trifluoromethyl)phenyl)ethyl)-1-((1R,2R)-2-hydroxycyclohexyl)-6-oxo-1,6-dihydropyridazine-3-carboxamide NC=1C=C(C=C(C1)C(F)(F)F)[C@@H](C)C=1C(=NN(C(C1)=O)[C@H]1[C@@H](CCCC1)O)C(=O)N